FC(C=1C=NC(=NC1)N1CCN(CC1)C=1C=NN2C1C=CC(=C2)C=2C=NN(C2)C)(C2=CC=C(C=C2)F)F 3-(4-(5-(difluoro(4-fluorophenyl)methyl)pyrimidin-2-yl)piperazin-1-yl)-6-(1-methyl-1H-pyrazol-4-yl)pyrazolo[1,5-a]pyridine